(E,E)-2-Decadienal CCCC/C=C/C=C/C(=O)C